C(CC(O)(C(=O)OC1CCC1)CC(=O)OC1CCC1)(=O)OC1CCC1 tricyclobutyl citrate